CC(C=O)C 2-methyl-1-oxopropan